O[C@@H]1CC2=NC=CC=C2O[C@@H]1C=1C=C(C(=CC1)O)O (2R,3R)-4-(3-hydroxy-3,4-dihydro-2H-pyrano[3,2-b]pyridin-2-yl)benzene-1,2-diol